tertbutyl 4-formyl-5-methoxy-7-methylindole-1-carboxylate C(=O)C1=C2C=CN(C2=C(C=C1OC)C)C(=O)OC(C)(C)C